2-{7-[(7R)-4-azaspiro[2.5]octan-7-yl]-7H-pyrrolo[2,3-c]pyridazin-3-yl}-5-(1H-1,2,3-triazol-1-yl)phenol C1CC12NCC[C@H](C2)N2C=CC1=C2N=NC(=C1)C1=C(C=C(C=C1)N1N=NC=C1)O